3-methyl-5-(3-methylbutyl)-4-oxo-4,5,6,7-tetrahydropyrazolo[1,5-a]pyrazine-2-carboxylic acid (5-cyclopropyl[1,3,4]thiadiazol-2-yl)amide C1(CC1)C1=NN=C(S1)NC(=O)C1=NN2C(C(N(CC2)CCC(C)C)=O)=C1C